Benzyl N-[(1S)-1-[(1H-imidazol-4-ylmethylamino)carbamoyl]-3-methyl-butyl]carbamate N1C=NC(=C1)CNNC(=O)[C@H](CC(C)C)NC(OCC1=CC=CC=C1)=O